NC1=C(C=CC=C1)C1=CC=C(C=C1)C(=O)OC methyl 2'-amino-[1,1'-biphenyl]-4-carboxylate